COC1=CC=C(C=C1)C(OC[C@@H](CO[Si](C1=CC=CC=C1)(C1=CC=CC=C1)C(C)(C)C)N1C2=NC(=NC(=C2N=C1)C1=C(C=CC=C1)N(C([O-])=O)C1=CC=CC=C1)NC(C(C)C)=O)(C1=CC=CC=C1)C1=CC=C(C=C1)OC (S)-9-(1-(bis(4-methoxyphenyl)(phenyl)methoxy)-3-((tert-butyldiphenylsilyl)oxy)propan-2-yl)-2-isobutyramido-9H-purin-6-yldiphenylcarbamate